CC1=C(C=NO1)C(=O)NC1=CC2=C(NC(=N2)C2=CC(=CC(=C2)C(F)(F)F)N2C=NC(=C2)C)C=C1 5-methyl-N-(2-(3-(4-methyl-1H-imidazol-1-yl)-5-(trifluoromethyl)phenyl)-1H-benz[d]imidazol-5-yl)isoxazole-4-carboxamide